1,3-diethyl-2-hydroxybenzene C(C)C1=C(C(=CC=C1)CC)O